2-((6-bromobenzo[d]-oxazol-2-yl)amino)-1-methyl-1H-benzo[d]-imidazole-5-carboxylic acid BrC1=CC2=C(N=C(O2)NC2=NC3=C(N2C)C=CC(=C3)C(=O)O)C=C1